C1=CC=CC=2C3=CC=CC=C3C(C12)COC(=O)N[C@H](C(=O)O)CC1=CC=C(C=C1)C1=C(NC2=CC=CC=C12)C (S)-2-((((9H-fluoren-9-yl)methoxy)carbonyl)amino)-3-(4-(2-methyl-1H-indol-3-yl)phenyl)propanoic acid